2-butyryl-3,4-dihydroxy-5-isopentenyl-cyclopent-2-enone Barium-Yttrium [Y].[Ba].C(CCC)(=O)C=1C(C(C(C1O)O)CCC(=C)C)=O